(R)-3-(4-(7-(2-((3-chloro-2-methylphenyl)amino)benzoyl)-7H-pyrrolo[2,3-d]pyrimidin-4-yl)-1H-pyrazol-1-yl)-3-cyclopentylpropanenitrile ClC=1C(=C(C=CC1)NC1=C(C(=O)N2C=CC3=C2N=CN=C3C=3C=NN(C3)[C@H](CC#N)C3CCCC3)C=CC=C1)C